ethyl (Z)-2-azido-3-(2-(trifluoromethyl)thiazol-5-yl)acrylate N(=[N+]=[N-])\C(\C(=O)OCC)=C/C1=CN=C(S1)C(F)(F)F